8,8'-(((1R,2R)-2-HYDROXYCYCLOPENTYL)AZANEDIYL)BIS(N,N-DIDECYLOCTANAMIDE) O[C@H]1[C@@H](CCC1)N(CCCCCCCC(=O)N(CCCCCCCCCC)CCCCCCCCCC)CCCCCCCC(=O)N(CCCCCCCCCC)CCCCCCCCCC